[Si](C)(C)(C(C)(C)C)OCCCC=1C(=C2C=NN(C2=CC1F)C1OCCCC1)B1OC(C(O1)(C)C)(C)C 5-(3-((tert-Butyldimethylsilyl)oxy)propyl)-6-fluoro-1-(tetrahydro-2H-pyran-2-yl)-4-(4,4,5,5-tetramethyl-1,3,2-dioxaborolan-2-yl)-1H-indazole